2-(6-azaspiro[2.5]Oct-6-yl)benzamide C1CC12CCN(CC2)C2=C(C(=O)N)C=CC=C2